6-phosphogluconic acid butyl ester C(CCC)OC(=O)[C@H](O)[C@@H](O)[C@H](O)[C@H](O)COP(=O)(O)O